Cl[C@@H]1C(O)O[C@H]([C@H]([C@H]1O)O)C L-2-deoxy-2-chlorofucopyranose